[Cl-].[Cl-].C[SiH](C)[Hf+2](C1C(=CC2=CC=CC=C12)C1=CC(=CC(=C1)C)C)C1C=CC=C1 dimethylsilylcyclopentadienyl-(3,5-dimethylphenylindenyl)hafnium dichloride